6,6-dimethoxy-capronitrile COC(CCCCC#N)OC